1,3-bis(5-bromothien-2-yl)-5,7-bis(2-ethylhexyl)benzo[1,2-c:4,5-c']Dithiophene-4,8-dione BrC1=CC=C(S1)C1=C2C(=C(S1)C=1SC(=CC1)Br)C(C=1C(=C(SC1CC(CCCC)CC)CC(CCCC)CC)C2=O)=O